N1N=CC(=C1)CCNC1=NC(=NC(=C1C)C)C(=O)NC(C1=NC=CC=C1)C1=CC(=CC=C1)F 4-((2-(1H-pyrazol-4-yl)ethyl)amino)-N-((3-fluorophenyl)(pyridin-2-yl)methyl)-5,6-dimethylpyrimidine-2-carboxamide